racemic-1-(3-(aminomethyl)phenyl)-N-(5-((cyclopropylmethylamino)(2-hydroxyphenyl)methyl)-2-fluorophenyl)-3-(trifluoromethyl)-1H-pyrazole-5-carboxamide NCC=1C=C(C=CC1)N1N=C(C=C1C(=O)NC1=C(C=CC(=C1)[C@H](C1=C(C=CC=C1)O)NCC1CC1)F)C(F)(F)F |r|